N-[4-(3-Cyanophenyl)-5-[2-[(1R)-1-hydroxyethyl]-6-methyl-4-pyridyl]thiazol-2-yl]-2-oxa-6-azaspiro[3.3]heptane-6-carboxamide C(#N)C=1C=C(C=CC1)C=1N=C(SC1C1=CC(=NC(=C1)C)[C@@H](C)O)NC(=O)N1CC2(COC2)C1